7-(Bromomethyl)-5-(4-fluorophenoxy)-3-methylquinoxalin-2(1H)-one BrCC1=CC(=C2N=C(C(NC2=C1)=O)C)OC1=CC=C(C=C1)F